CC1=CC=2N(C=C1C1=NC=CC(=N1)NCC(CC)C1=CC=CC=C1)C=CN2 2-(7-METHYLIMIDAZO[1,2-A]PYRIDIN-6-YL)-N-(2-PHENYLBUTYL)PYRIMIDIN-4-AMINE